IC1=C(CC2C[C@H](NC2)C(=O)O)C=CC=C1 γ-(2-iodo-benzyl)-proline